cyclopentane-1,3-diyldimethanamine C1(CC(CC1)CN)CN